Linoleyl-palmitoyl-sn-glycerol C(CCCCCCC\C=C/C\C=C/CCCCC)C(O)([C@@H](O)CO)C(CCCCCCCCCCCCCCC)=O